COC1=C(C=CC=C1)C1=C(C=CC=C1)P(C1=CC=CC=C1)(C1=CC=CC=C1)=O (2'-methoxy-[1,1'-biphenyl]-2-yl)diphenylphosphine oxide